C(C)(C)(C)OC(=O)N([C@@H](CCCCN(CCCNC(=O)OC(C)(C)C)CCCNC(=O)OC(C)(C)C)C(=O)O)CCCNC(=O)OC(C)(C)C N2-(tert-butoxycarbonyl)-N2,N6,N6-tris(3-((tert-butoxycarbonyl)amino)propyl)lysine